1-(4-(1H-benzo[d]imidazol-1-yl)phenyl)-3-(1-acryloyl-3-(tert-butyl)-1H-pyrazol-5-yl)urea N1(C=NC2=C1C=CC=C2)C2=CC=C(C=C2)NC(=O)NC2=CC(=NN2C(C=C)=O)C(C)(C)C